C(=O)(O)C1=CC=C(C=C1)C=1C=C(C(=O)O)C=C(C1)C1=CC=C(C=C1)C(=O)O 3,5-bis(4-carboxyphenyl)benzoic acid